terpyridyl ruthenium (II) chloride [Ru](Cl)Cl.N1=C(C=CC=C1)C1=NC=CC=C1C1=NC=CC=C1